CO[Si](C[Si](OC)(OC)OC)(OC)OC 1,1-bis(trimethoxysilyl)methane